(S)-1'-(7-bromo-6-methylpyrazolo[1,5-a]pyrazin-4-yl)-1,3-dihydrospiro[indene-2,4'-piperidin]-1-amine BrC1=C(N=C(C=2N1N=CC2)N2CCC1(CC2)[C@@H](C2=CC=CC=C2C1)N)C